2-Aminopyrazolo[1,5-a]pyrimidine-3-carboxylic acid NC1=NN2C(N=CC=C2)=C1C(=O)O